C1(=CC=CC2=CC=CC=C12)C(/C=C/C1(CC1)N1C(C2=CC=CC=C2C1=O)=O)=O (E)-2-(1-(3-(naphthalen-1-yl)-3-oxoprop-1-en-1-yl)cyclopropyl)isoindoline-1,3-dione